ClC=1C=C(NC2(CCC3([C@@H](CC4=CC=CC=C34)C3=CC=C(C=C3)OC)CC2)C(=O)O)C=CC1 (1r,2'S,4S)-4-(3-chloroanilino)-2'-(4-methoxyphenyl)-2',3'-dihydrospiro[cyclohexane-1,1'-indene]-4-carboxylic acid